7-(1-Isobutylpiperidin-3-yl)-2-methyl-3-(pyridin-4-yl)pyrazolo[1,5-a]pyrimidine C(C(C)C)N1CC(CCC1)C1=CC=NC=2N1N=C(C2C2=CC=NC=C2)C